C1(CC1)NC1=NC=2N(C(C(=NC2C=N1)C=1C=CC=2N(C1)C=C(N2)C)=O)C2=CC=C(C=C2)OC(F)F (cyclopropylamino)-8-(4-(difluoromethoxy)phenyl)-6-(2-methylimidazo[1,2-a]pyridin-6-yl)pteridin-7(8H)-one